FC1=C(C=C(C=C1)NC(=O)C1=C(N(C(=C1C)C(C(=O)N[C@H]1COC[C@@H]1O)=O)C)C)C N-(4-fluoro-3-methylphenyl)-5-(2-(((3S,4R)-4-hydroxytetrahydrofuran-3-yl)amino)-2-oxoacetyl)-1,2,4-trimethyl-1H-pyrrole-3-carboxamide